(2R)-2-(6-chloro-1-[[2-(trimethylsilyl)ethoxy]methyl]pyrrolo[3,2-c]pyridin-2-yl)-1-methylpyrrolidine ClC1=CC2=C(C=N1)C=C(N2COCC[Si](C)(C)C)[C@@H]2N(CCC2)C